ClC=1C(=C(C=C(C1F)Cl)NCC(CC1=C(C(=CC=C1F)[N+](=O)[O-])F)O)F 1-((3,5-Dichloro-2,4-difluorophenyl)amino)-3-(2,6-difluoro-3-nitrophenyl)propan-2-ol